3,4-dihydroquinol C1(O)=CCC(O)C=C1